ClC1=NC=2CC(CCC2C=C1C(=O)OC)C methyl 2-chloro-7-methyl-5,6,7,8-tetrahydroquinoline-3-carboxylate